(1R,4R)-2-oxa-5-azabicyclo[2.2.2]octane [C@H]12OC[C@H](NC1)CC2